hexamethyl-4H-4a,9-methanoazuleno[5,6-d]-1,3-dioxole CC=1C(=C(C23C(C=4OC(OC4C(=CC12)C3)C)(C)C)C)C